C(CCCCCCCC)OC(CCCCCCC(CC)OCC1=CC=CC=C1)OCCCCCCCCC 10,10-dinonyloxy-3-benzyloxydecane